2-oxo-N-[rel-(3S)-4-amino-3-methyl-1,3-dihydrofuro[3,4-c]pyridin-7-yl]-2-[rac-(2R,5S)-5-methyl-2-phenyl-1-piperidyl]acetamide O=C(C(=O)NC=1C2=C(C(=NC1)N)[C@@H](OC2)C)N2[C@H](CC[C@@H](C2)C)C2=CC=CC=C2 |o1:12,&1:17,20|